N-(2-chlorophenyl)-1H-indole-3-carboxamide ClC1=C(C=CC=C1)NC(=O)C1=CNC2=CC=CC=C12